O=C1NC(CCC1N1C(C2=CC=C(C=C2C1)C(=O)N[C@@H](C)C1=CC(=CC=C1)OC)=O)=O 2-(2,6-dioxopiperidin-3-yl)-N-((S)-1-(3-methoxyphenyl)ethyl)-1-oxoisoindoline-5-carboxamide